lithium perchlorate lithium bis(trifluoromethanesulfonyl)imide [N-](S(=O)(=O)C(F)(F)F)S(=O)(=O)C(F)(F)F.[Li+].Cl(=O)(=O)(=O)[O-].[Li+]